2-phenyl-4-(4-(trifluoromethyl)phenyl)pentanedioic acid C1(=CC=CC=C1)C(C(=O)O)CC(C(=O)O)C1=CC=C(C=C1)C(F)(F)F